4-(6-(5-amino-6-(difluoromethoxy)pyridin-3-yl)quinazolin-4-yl)piperazine-1-carboxylic acid tert-butyl ester C(C)(C)(C)OC(=O)N1CCN(CC1)C1=NC=NC2=CC=C(C=C12)C=1C=NC(=C(C1)N)OC(F)F